FC(C12CC(C1)(C2)CCO)(F)F 2-(3-(trifluoromethyl)bicyclo[1.1.1]pentan-1-yl)ethan-1-ol